1-(4-(tert-butyl)phenyl)-5-methyl-6-oxo-1,6-dihydropyridazin-4-carboxylic acid C(C)(C)(C)C1=CC=C(C=C1)N1N=CC(=C(C1=O)C)C(=O)O